C(C)(C)(C)C=1C=C(C=C(C1)C1=NC=CC=N1)NCCCCCCN1C(C(C(C(C1)O)O)O)CO 1-(6-{[3-tert-butyl-5-(pyrimidin-2-yl)phenyl]amino}hexyl)-2-(hydroxymethyl)piperidine-3,4,5-triol